4-amino-N-((5S)-6,6-difluoro-2-(trifluoromethyl)-6,7-dihydro-5H-cyclopenta[b]pyridin-5-yl)-7-fluoro-N-methyl-1,3-dihydrofuro[3,4-c]quinoline-8-carboxamide NC1=NC=2C=C(C(=CC2C2=C1COC2)C(=O)N(C)[C@@H]2C(CC1=NC(=CC=C12)C(F)(F)F)(F)F)F